CC=1C=CC=2N(C1)C=C(N2)CN2C(C1=CN=CC(=C1C=C2)C=2C=NC=CC2)=O 2-((6-methylimidazo[1,2-a]pyridin-2-yl)methyl)-5-(pyridin-3-yl)-2,7-naphthyridin-1(2H)-one